s-tetrachloroethane C(C(Cl)Cl)(Cl)Cl